C(C)(C)OC(CCCCCCCCCCCCCCC)=O palmitic acid isopropylester